4-(2-((3S,8aR)-7-(3-chloro-2-fluoro-6-(1H-tetrazol-1-yl)phenyl)-5-oxo-1,2,3,5,8,8a-hexahydroindolizin-3-yl)-1H-imidazol-5-yl)-3-fluoro-2-(hydroxymethyl-d2)pyridine 1-oxide ClC=1C(=C(C(=CC1)N1N=NN=C1)C1=CC(N2[C@@H](CC[C@@H]2C1)C=1NC(=CN1)C1=C(C(=[N+](C=C1)[O-])C([2H])([2H])O)F)=O)F